C1(CC1)C=1N(C=C(N1)C1=CC=C(C=C1)C1=CC(=NC=N1)NCCN1C(=CC2=C(C=CC(=C12)F)OC)C#N)C 1-(2-{6-[4-(2-Cyclopropyl-1-methyl-1H-imidazol-4-yl)-phenyl]-pyrimidin-4-ylamino}-ethyl)-7-fluoro-4-methoxy-1H-indol-2-carbonitril